[Cl-].C(C)[NH2+]CCCNC(C(=C)C)=O ethyl[3-(methacryloylamino)propyl]ammonium chloride